tetraphenyltetraphenyltetraphenylammonium borohydride [BH4-].C1(=CC=CC=C1)C=1C(=C(C(=C(C1)[N+](C1=C(C(=C(C(=C1)C1=CC=CC=C1)C1=CC=CC=C1)C1=CC=CC=C1)C1=CC=CC=C1)(C1=CC=CC=C1)C1=CC=CC=C1)C1=CC=CC=C1)C1=CC=CC=C1)C1=CC=CC=C1